3-(6-oxo-1,6-dihydropyridin-3-yl)piperidine-1-carboxylic acid tert-butyl ester C(C)(C)(C)OC(=O)N1CC(CCC1)C1=CNC(C=C1)=O